CC1=NC2=C3C(=C(C=C2C(=N1)N)N1CC2(COC2)C1)CCC3 2-methyl-6-(2-oxa-6-azaspiro[3.3]heptane-6-yl)-8,9-dihydro-7H-cyclopenta[H]quinazolin-4-amine